COC([C@@H](NC(=O)OC(C)(C)C)CI)=O N-(tert-butoxycarbonyl)-3-IODO-L-alanine methyl ester